C(#N)C1=C(C=CC=C1)CN1CC2(C1)CC(C2)NC(=O)N2[C@@H](CN(C[C@@H]2C)C2=NC=C(C=N2)C(F)(F)F)C (2R,6S)-N-{2-[(2-cyanophenyl)methyl]-2-azaspiro[3.3]heptan-6-yl}-2,6-dimethyl-4-[5-(trifluoromethyl)pyrimidin-2-yl]piperazine-1-carboxamide